(1R,2S,3R,5R)-3-(2-Chloro-5-(thiophen-2-yl)-7H-pyrrolo[2,3-d]pyrimidin-7-yl)-5-(((3-(phenethylamino)propyl)(1H-pyrazol-4-yl)amino)methyl)cyclopentane-1,2-diol ClC=1N=CC2=C(N1)N(C=C2C=2SC=CC2)[C@H]2[C@@H]([C@@H]([C@H](C2)CN(C=2C=NNC2)CCCNCCC2=CC=CC=C2)O)O